CN(CCN1N=NN=C1S)C 1-(2-dimethylaminoethyl)-5-mercapto-tetrazole